CS(=O)CCCCCCCCCCCC n-dodecyl methyl sulfoxide